P(=O)(O)(O)C(=O)O phosphono-formic acid